[5-[3-chloro-2-[(E)-2-(2-cyanophenyl)vinyl]-6-fluoro-phenyl]-1,3-dimethyl-6-oxo-pyridazin-4-yl] 2-methylpropanoate CC(C(=O)OC=1C(=NN(C(C1C1=C(C(=CC=C1F)Cl)\C=C\C1=C(C=CC=C1)C#N)=O)C)C)C